(S)-2-acetamido-3-methyl-N-p-toluenesulfonyl-butyramide C(C)(=O)N[C@H](C(=O)NS(=O)(=O)C1=CC=C(C)C=C1)C(C)C